mercaptopentylene glycol SC(CCCCO)O